ClC1=CC=C(C=C1)CC(=O)NN1C(C2=CC=CC=C2C(=N1)C1CCCC1)=O 2-(4-chlorophenyl)-N-(4-cyclopentyl-1-oxophthalazin-2(1H)-yl)acetamide